C(C1=CC=CC=C1)(CCCCCCCCCCCC(=O)[O-])CCCCCCCCCCCC(=O)[O-].C(CCC)[Sn+2]CCCC dibutyltin toluenedilaurate